N-(6-amino-5-methylpyridin-3-yl)-2-(2-(2-ethylbenzo[d]thiazol-5-yl)-5-methylpiperidin-1-yl)-2-oxoacetamide NC1=C(C=C(C=N1)NC(C(=O)N1C(CCC(C1)C)C=1C=CC2=C(N=C(S2)CC)C1)=O)C